(R)-(tetrahydro-2H-pyran-2-yl)methanol O1[C@H](CCCC1)CO